DIMETHYLSILYLDIMETHYLAMINE C[SiH](C)N(C)C